CC1=NC=NC(=C1C1=CC=C(C[N+]2=NOC(=C2)[N-]C(NC2=CC(=C(C=C2)C(NC)=O)C(F)(F)F)=O)C=C1)C (3-(4-(4,6-Dimethylpyrimidin-5-yl)benzyl)-1,2,3-oxadiazol-3-ium-5-yl)((4-(methyl-carbamoyl)-3-(trifluoromethyl)phenyl)carbamoyl)amide